N-hydroxyethyl-morpholine OCCN1CCOCC1